[I-].ClC1=C(CCCC1=CC=C1N(C2=CC=CC=C2C1(C)C)CCC)C=CC1=[N+](C2=CC=CC=C2C1(C)C)CCC 2-[2-[2-Chloro-3-[(1,3-dihydro-3,3-dimethyl-1-propyl-2H-indol-2-ylidene)ethylidene]-1-cyclohexen-1-yl]ethenyl]-3,3-dimethyl-1-propylindolium iodide